C(C)[Si](C(C(=O)OCCCCCCCC)C)(CC)CC octyl α-triethylsilylpropionate